(1S,3S)-N1-(5-chloro-4-(1H-indol-3-yl)pyrimidin-2-yl)cyclopentane-1,3-diamine ClC=1C(=NC(=NC1)N[C@@H]1C[C@H](CC1)N)C1=CNC2=CC=CC=C12